[Sn].[In].[Ga].[In].[Ga] gallium-indium gallium-indium-tin